(Z)-2-(2-Chloro-6-fluorophenyl)-3-methoxybut-2-enenitrile ClC1=C(C(=CC=C1)F)/C(/C#N)=C(\C)/OC